C(#N)C1=CC=C(S1)COC1=CC=CC(=N1)C1CCN(CC1)C(=O)[O-] 4-(6-((5-cyanothiophen-2-yl)methoxy)pyridin-2-yl)piperidine-1-carboxylate